N'2,N'7-Bis[(1-methylquinolinium-4-yl)methylene]-1,8-naphthyridine-2,7-dicarbohydrazide iodide [I-].C[N+]1=CC=C(C2=CC=CC=C12)C=NNC(=O)C1=NC2=NC(=CC=C2C=C1)C(=O)NN=CC1=CC=[N+](C2=CC=CC=C12)C.[I-]